6-amino-1-(4-hydroxy-5-hydroxymethyl-tetrahydro-furan-2-yl)-1,5-dihydro-pyrazolo[3,4-d]Pyrimidin-4-one NC=1NC(C2=C(N1)N(N=C2)C2OC(C(C2)O)CO)=O